BrC=1C=C(C=CC1)C1(COC1)C(F)C1=NN=CN1 ((3-(3-bromophenyl)oxetan-3-yl)fluoromethyl)-4H-1,2,4-triazole